2,3,3,5,5,6-hexamethylhept-1,6-dien-4-ol CC(=C)C(C(C(C(=C)C)(C)C)O)(C)C